(2S,4R)-4-((S)-1-fluoroethyl)-N-((S,E)-4-(methylsulfonyl)but-3-en-2-yl)-2-phenylpiperidine-1-carboxamide F[C@@H](C)[C@H]1C[C@H](N(CC1)C(=O)N[C@@H](C)\C=C\S(=O)(=O)C)C1=CC=CC=C1